FC=1C=CC(=C(C1)C1=C(C=CC=C1)C(C)C)NC=1C(=NC=NC1)N1CC2(CN(C2)CC2(CCCCC2)O)C1 1-((6-(5-((5-fluoro-2'-isopropyl-[1,1'-biphenyl]-2-yl)amino)pyrimidin-4-yl)-2,6-diazaspiro[3.3]heptan-2-yl)methyl)cyclohexan-1-ol